NC1(COC1)C1=CC(=NC(=N1)N1CCOCC1)NC1=CC=C(C=C1)Cl 6-(3-Aminooxetan-3-yl)-N-(4-chlorophenyl)-2-morpholinopyrimidin-4-amine